(tert-butyl) 3-methyl (6R)-4-(7-bromo-6-fluoro-1-(2-isopropyl-4-methylpyridin-3-yl)-3-nitro-2-carbonyl-1,2-dihydroquinolin-4-yl)-6-methylpiperazine-1,3-dicarboxylate BrC1=C(C=C2C(=C(C(N(C2=C1)C=1C(=NC=CC1C)C(C)C)=C=O)[N+](=O)[O-])N1C(CN([C@@H](C1)C)C(=O)OC(C)(C)C)C(=O)OC)F